FC1=C2C(=CC=3N=C(OC31)CNC)CC(C2)CN2CCC3(CN(C(O3)=O)C3=NC1=C(OCC(N1)=O)N=C3)CC2 6-[8-[[8-fluoro-2-(methylaminomethyl)-6,7-dihydro-5H-cyclopenta[f][1,3]benzoxazol-6-yl]methyl]-2-oxo-1-oxa-3,8-diazaspiro[4.5]decan-3-yl]-4H-pyrazino[2,3-b][1,4]oxazin-3-one